(9R,13S)-13-[4-(3-chloro-2,6-difluorophenyl)-6-oxo-1,6-dihydropyrimidin-1-yl]-9-methyl-4-(pyrimidin-5-yl)-3,4,7,15-tetraazatricyclo[12.3.1.02,6]Octadecan-1(18),2,5,14,16-pentaen-8-one ClC=1C(=C(C(=CC1)F)C=1N=CN(C(C1)=O)[C@H]1CCC[C@H](C(NC2=CN(N=C2C=2C=CN=C1C2)C=2C=NC=NC2)=O)C)F